7-(3-(methoxymethoxy)-8-((triisopropylsilyl)ethynyl)naphthalen-1-yl)pyrido[4,3-d]pyrimidine COCOC=1C=C(C2=C(C=CC=C2C1)C#C[Si](C(C)C)(C(C)C)C(C)C)C1=CC=2N=CN=CC2C=N1